Cl.CN1N=C2C(=CC(=CC2=C1)C=1SC2=C(N1)C=CC(=C2)C=2CCNCC2)C 2-(2,7-dimethyl-2H-indazol-5-yl)-6-(1,2,3,6-tetrahydropyridin-4-yl)-1,3-benzothiazole hydrochloride